C(C1=CC=CC=C1)(=O)NC(C1=C(C=C(C=C1)C)CCCC(=O)O)C(=O)O 4-(2-(Benzoylamino(carboxy)methyl)-5-methylphenyl)butanoic acid